BrC1=CC=C2CCC(NC2=C1)=O 7-bromo-3,4-dihydroquinolin-2(1H)-one